5-propoxypyridine-2-carbaldehyde C(CC)OC=1C=CC(=NC1)C=O